Cl.C(C1=CC=CC=C1)N1C=C2C(=CC1=O)C(CN2C(CN2[C@H](CN[C@@H](C2)C)COC)=O)(C)C 6-Benzyl-1-[2-((2R,5R)-2-methoxymethyl-5-methyl-piperazin-1-yl)-acetyl]-3,3-dimethyl-1,2,3,6-tetrahydro-pyrrolo[2,3-c]pyridin-5-one hydrochloride salt